5-cyano-N,N-dimethyl-2-(8,8,8-trifluorooctylamino)benzenesulfonamide tricyclo[5.2.1.02,6]dec-3-en-8-yl-acetate C12C3C=CCC3C(C(C1)CC(=O)O)C2.C(#N)C=2C=CC(=C(C2)S(=O)(=O)N(C)C)NCCCCCCCC(F)(F)F